C(C)(C)(CC)[O-] tertamyl alcoholate